C(C)(=O)N1C[C@H](CC1)OC=1C=CC(=C2CCN([C@@H](C12)CN1C(C2=CC=CC=C2C1=O)=O)C(=O)[C@H]1[C@H](CCCC1)C(=O)OCC1=C(C=C(C=C1)OC)OC)Br 2,4-dimethoxybenzyl (1S,2R)-2-((S)-8-(((S)-1-acetylpyrrolidin-3-yl)oxy)-5-bromo-1-((1,3-dioxoisoindolin-2-yl)methyl)-1,2,3,4-tetrahydroisoquinoline-2-carbonyl)cyclohexane-1-carboxylate